6-[(1-Acetylpiperidin-4-yl)amino]-2-chloropyrimidine-4-carboxylate C(C)(=O)N1CCC(CC1)NC1=CC(=NC(=N1)Cl)C(=O)[O-]